N-[(1R)-1-[3-amino-5-(trifluoromethyl)phenyl]ethyl]-1-[3-[(1R)-1-hydroxyethyl]phenyl]-6-oxo-pyridazine-3-carboxamide NC=1C=C(C=C(C1)C(F)(F)F)[C@@H](C)NC(=O)C1=NN(C(C=C1)=O)C1=CC(=CC=C1)[C@@H](C)O